5-methyl-1,3-dinitropyrazole CC1=CC(=NN1[N+](=O)[O-])[N+](=O)[O-]